O[C@@]1(C2(C(=C3C(=C(C=C3C1=O)C)CCCNC(OC(C)(C)C)=O)C)CC2)C tert-butyl (R)-(3-(6'-hydroxy-2',4',6'-trimethyl-7'-oxo-6',7'-dihydrospiro[cyclopropane-1,5'-inden]-3'-yl)propyl)carbamate